BrC1=CC2=C(N=C(N=C2)SC)N2C1=NCC2 6-bromo-2-(methylthio)-8,9-dihydroimidazo[1',2':1,6]pyrido[2,3-d]pyrimidine